CC1=CC(=NC2=CC=CC=C12)[C@H]1[C@H]([C@@H](C1)C1=CC=CC=C1)C1=NC2=CC=CC=C2C=C1 4-methyl-2-((1R,2S,3R)-3-phenyl-2-(quinolin-2-yl)cyclobutyl)quinoline